C(=C)C1=CC=C(CN2N=CN=C2)C=C1 1-(4-vinylbenzyl)-1H-1,2,4-triazole